BrC1(CCC1)C(=O)O 1-bromocyclobutane-1-carboxylic acid